The molecule is a halo-gibberellin that is gibberellin A9 carrying a fluoro substituent at position 3beta (2beta using gibbane skeletal numbering). It derives from a gibberellin A9. C[C@@]12[C@H](CC[C@@]3([C@@H]1[C@@H]([C@]45[C@H]3CC[C@H](C4)C(=C)C5)C(=O)O)OC2=O)F